2,6-dimethyl-1,4-phenyleneoxid CC1=C2C(=CC(=C1)O2)C